3-[(3,4-dichlorophenyl)sulfanyl]-N-hydroxypyridine-4-carboximidamide ClC=1C=C(C=CC1Cl)SC=1C=NC=CC1C(NO)=N